4-(1-menthoxymethyl)-2-(3'-hydroxy-4'-methoxyphenyl)-1,3-dioxolane C1(CC(C(CC1)C(C)C)OCC1OC(OC1)C1=CC(=C(C=C1)OC)O)C